C(C)C12CNCC(CC1)N2C(=O)OC(C)(C)C tert-butyl 1-ethyl-3,8-diazabicyclo[3.2.1]octan-8-carboxylate